C(C=C)S(=O)C([C@H](N)C(=O)O)S(=O)CC=C 3-(allylsulfinyl)-L-alliin